5-Cyclohexyl-2-(2,4-dichlorobenzyl)-4-phenylimidazole C1(CCCCC1)C1=C(N=C(N1)CC1=C(C=C(C=C1)Cl)Cl)C1=CC=CC=C1